7'-(5-isopropyl-2-methoxyphenyl)-1'H-spiro[pyrrolidine-3,3'-quinolin]-2'(4'H)-one C(C)(C)C=1C=CC(=C(C1)C1=CC=C2CC3(C(NC2=C1)=O)CNCC3)OC